C(CCCCCCCCCCCCC)NC1CCCCC1 N-tetradecyl-cyclohexylamine